ethyl 3-[4-(3-bromo-2-methyl-phenoxy) cyclohexyl]-2,2-difluoro-3-hydroxy-propanoate BrC=1C(=C(OC2CCC(CC2)C(C(C(=O)OCC)(F)F)O)C=CC1)C